N1=CC=CC2=CC=CC(=C12)S(=O)(=O)C1=CC=C(C=C1)CNC(=O)C1=CC=2C(=CN=CC2)O1 N-{[4-(quinoline-8-sulfonyl)phenyl]methyl}furo[2,3-c]pyridine-2-carboxamide